N-(3,5-dimethyladamantan-1-yl)amide CC12CC3(CC(CC(C1)(C3)C)C2)[NH-]